C(C)N1C=NC2=C1N=NC=C2C=2C=CC(=C(C2)C=2C(=NC1=NC=CC=C1C2)OC)F 3-(5-(7-Ethyl-7H-imidazo[4,5-c]pyridazin-4-yl)-2-fluorophenyl)-2-methoxy-1,8-naphthyridine